(S)-2-((1-(5-(3,5-dimethylphenyl)-1,2,4-oxadiazol-3-yl)ethyl)carbamoyl)-4-methoxypyridin-3-yl ethyl carbonate C(OC=1C(=NC=CC1OC)C(N[C@@H](C)C1=NOC(=N1)C1=CC(=CC(=C1)C)C)=O)(OCC)=O